tert-butyl 5-chloro-1-oxo-1,3-dihydrospiro[indene-2,4'-piperidine]-1'-carboxylate ClC=1C=C2CC3(CCN(CC3)C(=O)OC(C)(C)C)C(C2=CC1)=O